NC1(CCN(CC1)C=1C2=C(N=CN1)NC=C2)C(=O)N[C@@H](CCN2CCN(CC2)C(CNC2=C1C(N(C(C1=CC=C2)=O)C2C(NC(CC2)=O)=O)=O)=O)C2=CC=C(C=C2)Cl 4-Amino-N-((1S)-1-(4-chlorophenyl)-3-(4-((2-(2,6-dioxopiperidin-3-yl)-1,3-dioxoisoindolin-4-yl)glycyl)piperazin-1-yl)propyl)-1-(7H-pyrrolo[2,3-d]pyrimidin-4-yl)piperidin-4-carboxamid